C(C)OC(=O)C1=NC(=CC=C1)N1C(N(C2=C(C1=O)C(=CS2)C)C[C@H](OC2CCOCC2)C2=C(C=CC=C2)OC)=O (R)-6-(1-(2-(2-methoxyphenyl)-2-((tetrahydro-2H-pyran-4-yl)oxy)ethyl)-5-methyl-2,4-dioxo-1,4-dihydrothieno[2,3-d]pyrimidin-3(2H)-yl)pyridine-2-carboxylic acid ethyl ester